2-(2,6-dioxopiperidin-3-yl)-5-((3-(3-(4-(7-(oxetan-3-ylamino)quinoxalin-2-yl)-1H-pyrazol-1-yl)cyclobutyl)propyl)amino)isoindoline-1,3-dione O=C1NC(CCC1N1C(C2=CC=C(C=C2C1=O)NCCCC1CC(C1)N1N=CC(=C1)C1=NC2=CC(=CC=C2N=C1)NC1COC1)=O)=O